FC(OC1=C(C=CC=C1)C1=C(C=NO1)C(=O)O)F 5-(2-Difluoromethoxyphenyl)isoxazole-4-carboxylic acid